3-chloro-1-(3-chloro-10,11-dihydro-5H-dibenzo[b,f]azepin-5-yl)butan-1-one ClC(CC(=O)N1C2=C(CCC3=C1C=CC=C3)C=CC(=C2)Cl)C